Octyl-glucose C(CCCCCCC)C(=O)[C@H](O)[C@@H](O)[C@H](O)[C@H](O)CO